((butyl(ethoxycarbonyl)amino)methyl)benzoate C(CCC)N(C(=O)OCC)COC(C1=CC=CC=C1)=O